The molecule is a phenyl sulfate oxoanion that is the conjugate base of 4-vinylphenol sulfate, obtained by deprotonation of the sulfate group; major species at pH 7.3. It has a role as a human xenobiotic metabolite. It is a conjugate base of a 4-vinylphenol sulfate. C=CC1=CC=C(C=C1)OS(=O)(=O)[O-]